C(C1=CC=CC=C1)OC1=C(C(=C(C=C1)C#C[C@H]1[C@@H](C1)CNS(=O)(=O)C)F)N1S(NC(C1)=O)(=O)=O |o1:16,17| rel-N-(((1R,2R)-2-((4-(benzyloxy)-3-(1,1-dioxido-4-oxo-1,2,5-thiadiazolidin-2-yl)-2-fluorophenyl)ethynyl)cyclopropyl)methyl)methanesulfonamide